3-{4-Chloro-2-fluoro-5-[(5-fluoro-2-hydroxypyridin-3-yl)sulfanyl]phenyl}-1-methyl-6-(trifluoromethyl)pyrimidin-2,4(1H,3H)-dion ClC1=CC(=C(C=C1SC=1C(=NC=C(C1)F)O)N1C(N(C(=CC1=O)C(F)(F)F)C)=O)F